C(C)OC1=CC=C(C(=C1CNC1=C(C=C(C(=C1)[N+](=O)[O-])F)OC)F)F N-((6-ethoxy-2,3-difluorophenyl)methyl)-4-fluoro-2-methoxy-5-nitroaniline